2-(4-(4-(Methyl(3-methylbenzyl)amino)-7H-pyrrolo[2,3-d]pyrimidin-6-yl)phenyl)propane-1,2,3-triol CN(C=1C2=C(N=CN1)NC(=C2)C2=CC=C(C=C2)C(CO)(CO)O)CC2=CC(=CC=C2)C